FC1=C(OC=2C=C3CCCC(C3=CC2)=O)C=CC(=C1)C 6-(2-fluoro-4-methylphenoxy)-1,2,3,4-tetrahydronaphthalen-1-one